1-(4-(4-(6-amino-5-(3-phenyl-1,2,4-oxadiazol-5-yl)pyridin-3-yl)-1H-pyrazol-1-yl)piperidin-1-yl)-2-phenylethanone NC1=C(C=C(C=N1)C=1C=NN(C1)C1CCN(CC1)C(CC1=CC=CC=C1)=O)C1=NC(=NO1)C1=CC=CC=C1